N,N-dichloromethylamine ClN(Cl)C